2-(6-(((1S,4S,5R)-1,2-dimethyl-2-azabicyclo[2.2.1]heptan-5-yl)(methyl)amino)pyridazin-3-yl)-5-(1H-imidazol-1-yl)phenol C[C@@]12N(C[C@@H]([C@@H](C1)N(C1=CC=C(N=N1)C1=C(C=C(C=C1)N1C=NC=C1)O)C)C2)C